C([O-])([O-])=O.[K+].OC1=CC=C2C3=C(C(OC2=C1)=O)C=C(C=C3)C(=O)NCCN3CCOCC3.[K+] 3-hydroxy-N-(2-morpholinoethyl)-6-oxo-6H-benzo[c]chromene-8-carboxamide Potassium carbonate